BrC1=CC2=C(N=C(O2)C[C@@H](C(=O)NC2(CC2)C#N)NC(=O)C2=CC(=NN2C2CC2)C2(CC2)C)C=C1 (S)-N-(3-(6-bromobenzo[d]oxazol-2-yl)-1-((1-cyanocyclopropyl)amino)-1-oxopropan-2-yl)-1-cyclopropyl-3-(1-methylcyclopropyl)-1H-pyrazole-5-carboxamide